NC1=NC=C(C=C1O[C@H](C)C=1C=C(C=CC1)NC(C1=NC(=CC=C1)C(F)(F)F)=O)Cl (R)-N-(3-(1-((2-amino-5-chloropyridin-3-yl)oxy)ethyl)phenyl)-6-(trifluoromethyl)picolinamide